2-(6-(((S)-1-(3-(difluoromethyl)-2-fluorophenyl)-2-fluoroethyl)amino)-5-(1,3-dioxolan-2-yl)-2-methylpyrimidin-4-yl)-N-(3-(trifluoromethyl)tetrahydrofuran-3-yl)acetamide FC(C=1C(=C(C=CC1)[C@@H](CF)NC1=C(C(=NC(=N1)C)CC(=O)NC1(COCC1)C(F)(F)F)C1OCCO1)F)F